COC(=O)N1CC(C1)C1=NC(=NO1)C1=CC(=C(C(=C1)NC(=O)C1=CN=C2N1C=C(C=C2)N2CCOCC2)C)F 3-(3-(3-fluoro-4-methyl-5-(6-morpholinoimidazo[1,2-a]pyridine-3-carboxamido)phenyl)-1,2,4-oxadiazol-5-yl)azetidine-1-carboxylic acid methyl ester